bis[2-(diphenylphosphino)phenyl]ether C1(=CC=CC=C1)P(C1=C(C=CC=C1)OC1=C(C=CC=C1)P(C1=CC=CC=C1)C1=CC=CC=C1)C1=CC=CC=C1